N-(2-carbamoyl-3-methyl-4-(1-methyl-1H-pyrazol-3-yl)-1H-pyrrol-1-yl)-1-methyl-1H-imidazole-2-carboxamide C(N)(=O)C=1N(C=C(C1C)C1=NN(C=C1)C)NC(=O)C=1N(C=CN1)C